tert-butyl (2R,4S)-2-((3-hydroxy-2-(methoxycarbonyl)-5-methylphenoxy)methyl)-4-((2-oxo-1,2,3,4-Tetrahydroquinolin-7-yl)oxy)pyrrolidine-1-carboxylate OC=1C(=C(OC[C@@H]2N(C[C@H](C2)OC2=CC=C3CCC(NC3=C2)=O)C(=O)OC(C)(C)C)C=C(C1)C)C(=O)OC